ClC1=CC=C(C=C1)C1=C(C=CC=C1)CN1CCNCCC1 4-((4'-chloro-[1,1'-biphenyl]-2-yl)methyl)-1,4-diazepane